N(=C=O)C(CC[Si](OC)(OC)C)C 3-isocyanatobutyl-methyldimethoxysilane